[O-2].[Zr+4].[Al+3].[Cu+2] copper aluminum zirconium oxide